CC1CCCOS1(=O)=O pentane-2,5-sultone